C(C=C)OC(=O)C1C(CCCC1)C(=O)OCC=C.ClC1=C(C=CC(=C1)C#N)C1=CC(=CC=2N1N=CN2)NC(C)=O N-[5-(2-chloro-4-cyanophenyl)-[1,2,4]triazolo[1,5-a]pyridin-7-yl]acetamide bis(allyl)cyclohexane-1,2-dicarboxylate